FC=1C=C(C=CC1OC)C=1C=C(C(NC1C(F)(F)F)=O)C(=O)N 5-(3-Fluoro-4-methoxyphenyl)-2-oxo-6-(trifluoromethyl)-1,2-dihydropyridine-3-carboxamide